N1N=C(C2=CC=CC=C12)NC(CC1=CC(=C(OC2=C(C(=O)N)C=CC=N2)C=C1)Cl)=O 2-(4-(2-((1H-indazol-3-yl)-amino)-2-oxoethyl)-2-chlorophenoxy)-nicotinamide